4-(Benzylsulfanyl)aniline C(C1=CC=CC=C1)SC1=CC=C(N)C=C1